C(C)(C)(C)OC(=O)N1CCN(CC1)C1=NC=C(C=N1)OC1=NC(=CC(=C1)C(=O)OC)Cl 4-(5-((6-chloro-4-(methoxycarbonyl)pyridin-2-yl)oxy)pyrimidin-2-yl)piperazine-1-carboxylic acid tert-butyl ester